NC1=NC2=C3C(C(NCCN13)=O)=CC(=C2)F 1-amino-4-fluoro-8,9-dihydro-2,7,9a-triazabenzo[cd]azulen-6(7H)-one